4-{2-Cyclopropyl-6-[4-fluoro-6-({[(1-fluorocyclopropyl)methyl]amino}methyl)-1-oxo-3H-isoindol-2-yl]pyridin-4-yl}-3-(4-methyl-1,2,4-triazol-3-yl)benzonitrile C1(CC1)C1=NC(=CC(=C1)C1=C(C=C(C#N)C=C1)C1=NN=CN1C)N1C(C2=CC(=CC(=C2C1)F)CNCC1(CC1)F)=O